1-(5-fluoro-1H-pyrrolo[2,3-b]pyridin-3-yl)-3-(6-(4-hydroxycyclohexyl)pyridin-3-yl)urea FC=1C=C2C(=NC1)NC=C2NC(=O)NC=2C=NC(=CC2)C2CCC(CC2)O